9-(2-(N-(4-(((7R)-2-carboxy-8-oxo-7-(2-phenylacetamido)-5-thia-1-azabicyclo[4.2.0]oct-2-en-3-yl)methoxy)benzyl)-N-methylsulfamoyl)phenyl)-3,6-di(indolin-1-yl)xanthylium C(=O)(O)C=1N2C([C@H](C2SCC1COC1=CC=C(CN(S(=O)(=O)C2=C(C=CC=C2)C=2C3=CC=C(C=C3[O+]=C3C=C(C=CC23)N2CCC3=CC=CC=C23)N2CCC3=CC=CC=C23)C)C=C1)NC(CC1=CC=CC=C1)=O)=O